C(C)N(C(C)=O)C=1C=NC(=C(C1)S(=O)(=O)CC)C1=NC2=C(C=NC(=C2)C(F)(F)F)N1C N-ethyl-N-[5-ethylsulfonyl-6-[3-methyl-6-(trifluoromethyl)imidazo[4,5-c]pyridin-2-yl]-3-pyridinyl]acetamide